{4-[(3-Fluorophenylamino)methyl]-2-methylphenyl}carbamic acid ethyl ester C(C)OC(NC1=C(C=C(C=C1)CNC1=CC(=CC=C1)F)C)=O